C(N)(=N)C=1C=C(SC1)CNC(=O)[C@H]1N(CC2(OCCO2)C1)C(CNC(CCCOC1=CC=C(C=C1)F)=O)=O (S)-N-((4-carbamimidoylthiophen-2-yl)methyl)-7-((4-(4-fluorophenoxy)-butanoyl)glycyl)-1,4-dioxa-7-azaspiro[4.4]nonane-8-carboxamide